C(C)(C)OC1=NC(=CC=C1N)C isopropoxy-6-methylpyridin-3-amine